S1C(=C(C=C1)C(=O)[O-])C(=O)ONC(NC1=C(C=C(C(=C1)OCC=1C=CC(=C2C=CN=CC12)F)OC)F)=O ({{2-fluoro-5-[(5-fluoroisoquinolin-8-yl) methoxy]-4-methoxyphenyl} carbamoyl} amino) thiophene-2,3-dicarboxylate